tert-butyl (1R,5S)-3-((R or S)-2-(3-(dimethylamino)propoxy)-8-fluoro-7-(3-hydroxynaphthalen-1-yl)-6-methylquinazolin-4-yl)-3,8-diazabicyclo[3.2.1]octan-8-carboxylate CN(CCCOC1=NC2=C(C(=C(C=C2C(=N1)N1C[C@H]2CC[C@@H](C1)N2C(=O)OC(C)(C)C)C)C2=CC(=CC1=CC=CC=C21)O)F)C